N-[4-(2-amino-5-{4-[(2R)-1,4-dioxan-2-ylmethoxy]-3-methoxyphenyl}pyridin-3-yl)-3-fluorophenyl]-5-methyl-4'-oxo-1'-(tetrahydro-2H-pyran-4-ylmethyl)-1',4'-dihydro-2,3'-bipyridine NC1=NC=C(C=C1C1=C(C=C(C=C1)N1C(=CC=C(C1)C)C1=CN(C=CC1=O)CC1CCOCC1)F)C1=CC(=C(C=C1)OC[C@@H]1OCCOC1)OC